4-methoxy-N-(2-methyl-4-(2-phenylquinolin-4-yl)pentyl)benzenesulfonamide COC1=CC=C(C=C1)S(=O)(=O)NCC(CC(C)C1=CC(=NC2=CC=CC=C12)C1=CC=CC=C1)C